ClC1=CC=C(C=C1)C=1C=C(C(N(N1)C=1C=NN(C1)C)=O)C(=O)N[C@H](CO)C 6-(4-chlorophenyl)-N-[(2S)-1-hydroxyprop-2-yl]-2-(1-methyl-1H-pyrazol-4-yl)-3-oxo-2,3-dihydropyridazine-4-carboxamide